dodecanoic acid, 2,3-bis(acetoxy)propyl ester C(CCCCCCCCCCC)(=O)OCC(COC(C)=O)OC(C)=O